C1(=CC=CC=C1)C1(CC1)NC(=O)C=1C=2C[C@@H]3[C@H](C2N(N1)C1=NC=C(C=C1)C(F)(F)F)C3 (1aR,5aR)-2-(5-Trifluoromethyl-pyridin-2-yl)-1a,2,5,5a-tetrahydro-1H-2,3-diaza-cyclopropa[a]pentalene-4-carboxylic acid (1-phenyl-cyclopropyl)-amide